(3-(3-cyano-6-(1-methyl-1H-pyrazol-4-yl)pyrazolo[1,5-a]pyridin-4-yl)phenyl)acrylamide C(#N)C=1C=NN2C1C(=CC(=C2)C=2C=NN(C2)C)C=2C=C(C=CC2)C(C(=O)N)=C